6-chloro-N-(3-methoxy-4-nitrophenyl)pyrimidin-4-amine ClC1=CC(=NC=N1)NC1=CC(=C(C=C1)[N+](=O)[O-])OC